4-tert-butylbenzoic acid aluminum salt [Al+3].C(C)(C)(C)C1=CC=C(C(=O)[O-])C=C1.C(C)(C)(C)C1=CC=C(C(=O)[O-])C=C1.C(C)(C)(C)C1=CC=C(C(=O)[O-])C=C1